1,4-di-methyl-hydroquinone CC1(O)C=CC(O)(C=C1)C